COC=1C=C(C=CC1)CCCC#N 4-[3-(methyloxy)phenyl]butanenitrile